CCC(CC)NC(=O)C1=NNC(=C1)C=1C=C(C=CC1)C=1OC(=CN1)C(=O)N[C@H](C(=O)OC(C)(C)C)C1=CC=CC=C1 tert-butyl (S)-2-(2-(3-(3-(pentane-3-ylcarbamoyl)-1H-pyrazol-5-yl) phenyl) oxazole-5-carboxamido)-2-phenylacetate